C1=C(C=CC=2C3=CC=CC=C3C3=CC=CC=C3C12)C=1C=CC2=CC=C3C=CC=NC3=C2N1 9-(2-triphenylenyl)-1,10-phenanthroline